C(C)(C)(C)OOC1(CCC(CC1)C(C)(C)C1CCC(CC1)(OOC(C)(C)C)OOC(C)(C)C)OOC(C)(C)C 2,2-bis(4,4-Di(t-butylperoxy)cyclohexyl)propane